6-Oxo-6-(1H-1,2,3-triazol-4-yl)hexanenitrile O=C(CCCCC#N)C=1N=NNC1